(2R)-N-[2-(1-benzylpiperidin-4-yl)ethyl]-4-(5-bromo-4-chloropyrimidin-2-yl)-2-methylpiperazine-1-carboxamide C(C1=CC=CC=C1)N1CCC(CC1)CCNC(=O)N1[C@@H](CN(CC1)C1=NC=C(C(=N1)Cl)Br)C